ClC1=NC=C(C=N1)C1=NC=CC(=N1)C(=O)N 2-(2-chloropyrimidin-5-yl)pyrimidine-4-formamide